4,6-dimethyl-1,3-benzenedimethaneamine CC1=C(C=C(C(=C1)C)CN)CN